(2-[(4-METHYLPIPERAZIN-1-YL)METHYL]PHENYL)BORONIC ACID DIHYDROCHLORIDE Cl.Cl.CN1CCN(CC1)CC1=C(C=CC=C1)B(O)O